N-[[6-(6-acetamidopyridine-2-carbonyl)-6-azaspiro[2.5]octan-2-yl]methyl]furo[2,3-c]pyridine-2-carboxamide C(C)(=O)NC1=CC=CC(=N1)C(=O)N1CCC2(C(C2)CNC(=O)C2=CC=3C(=CN=CC3)O2)CC1